(4-chloro-2-methoxyphenyl)Zinc iodide [I-].ClC1=CC(=C(C=C1)[Zn+])OC